1,2,3,4-tetrahydro-7-hydroxy-N-[(1S)-1-[[(3R,4R)-4-(3-hydroxyphenyl)-3,4-dimethyl-1-piperidinyl]methyl]-2-methylpropyl]-3-isoquinolinecarboxamide OC1=CC=C2CC(NCC2=C1)C(=O)N[C@@H](C(C)C)CN1C[C@@H]([C@](CC1)(C)C1=CC(=CC=C1)O)C